The molecule is a medium-chain fatty acid that is decanoic acid substituted at position 3 by a hydroxy group. It has a role as an antimitotic and an Escherichia coli metabolite. It is a 3-hydroxy fatty acid and a medium-chain fatty acid. It derives from a decanoic acid. It is a conjugate acid of a 3-hydroxydecanoate. CCCCCCCC(CC(=O)O)O